C1(=CC=CC=C1)OC(=O)C1=NC=2N(C=C1)N=C(C2)OCC2=CC=CC=C2 (benzyloxy)pyrazolo[1,5-a]pyrimidine-5-carboxylic acid phenyl ester